FC1=C2C=C(NC2=CC=C1)C 4-fluoro-2-methyl-1H-indol